(4,5,6,7-tetrahydro-1H-pyrazolo[4,3-c]pyridin-3-yl)methanone hydrochloride Cl.N1N=C(C=2CNCCC21)C=O